C12(CC(C1)C2)C2CN(CC1=C(N2)C=CC=C1C1CC1)S(=O)(=O)C(F)(F)F 2-(bicyclo[1.1.1]pentan-1-yl)-6-cyclopropyl-4-((trifluoromethyl)sulfonyl)-2,3,4,5-tetrahydro-1H-benzo[e][1,4]diazepine